(2R)-1-(2,3-difluorobenzyl)-4-((3-fluoro-6-((5-methyl-1H-pyrazol-3-yl)amino)pyridin-2-yl)-methyl)-2-methylpiperidine-4-carboxylic acid FC1=C(CN2[C@@H](CC(CC2)(C(=O)O)CC2=NC(=CC=C2F)NC2=NNC(=C2)C)C)C=CC=C1F